O[C@@H](CCCCCC(C(=O)OCC)(C)C)[C@H](CCCCCC(C(=O)OCC)(C)C)O diethyl (8S,9S)-8,9-dihydroxy-2,2,15,15-tetramethylhexadecanedioate